6-Amino-3-((1S,3R)-4'-chloro-3-(5-cyano-3-methyl-1H-pyrazol-1-yl)-1',2'-dihydrospiro[cyclopentane-1,3'-pyrrolo[2,3-b]pyridin]-5'-yl)-2-fluoro-N,N-dimethylbenzamide NC1=CC=C(C(=C1C(=O)N(C)C)F)C=1C(=C2C(=NC1)NC[C@@]21C[C@@H](CC1)N1N=C(C=C1C#N)C)Cl